FC=1C=C(C=C(C1CC1=NOC(C1)=O)F)C1=CC=CC=C1 3-((3,5-difluoro-[1,1'-biphenyl]-4-yl)methyl)isoxazol-5(4H)-one